N[C@@H]1CN(C[C@H]1F)C1=NC(=C2N=CN(C2=N1)C)NC=1C(=NN(C1)CCCCCCCCNS(=O)(=O)C1=CC=C(NC2=NC=C(C(=N2)NC2=C(C(=O)N)C(=CC=C2)F)Br)C=C1)OC 2-[[2-[4-[8-[4-[[2-[(3R,4R)-3-amino-4-fluoro-pyrrolidin-1-yl]-9-methyl-purin-6-yl]amino]-3-methoxy-pyrazol-1-yl]octylsulfamoyl]anilino]-5-bromo-pyrimidin-4-yl]amino]-6-fluoro-benzamide